N-(1-(2,6-dichlorophenyl)-1,4,5,7-tetrahydropyrano[3,4-c]pyrazol-4-yl)-5,6,7,8-tetrahydroimidazo[1,5-a]pyridine-1-carboxamide ClC1=C(C(=CC=C1)Cl)N1N=CC2=C1COCC2NC(=O)C=2N=CN1C2CCCC1